(S)-3,3,3-Trifluoro-2-(((S)-2-hydroxy-1-phenylethyl)amino)-2-methylpropan-1-ol FC([C@@](CO)(C)N[C@H](CO)C1=CC=CC=C1)(F)F